N-(4-{5-[chloro(difluoro)methyl]-1,2,4-oxadiazol-3-yl}benzyl)cyclopropanamine ClC(C1=NC(=NO1)C1=CC=C(CNC2CC2)C=C1)(F)F